COC(C1(CCC1)CNC(=O)C1=NN(C(N1)=O)C)C1=CC=CC=C1 N-((1-(methoxy(phenyl)methyl)cyclobutyl)methyl)-1-methyl-5-oxo-4,5-dihydro-1H-1,2,4-triazole-3-carboxamide